ClC=1C=C(C=C(C1)C(F)(F)F)C1=CC(=CC=C1)[C@H](C(=O)N1CC2=C(N=C(NC2=O)C2(CC2)C2=CC(=CC=C2)Cl)CC1)O (R)-6-(2-(3'-chloro-5'-(trifluoromethyl)-[1,1'-biphenyl]-3-yl)-2-hydroxyacetyl)-2-(1-(3-chlorophenyl)cyclopropyl)-5,6,7,8-tetrahydropyrido[4,3-d]pyrimidin-4(3H)-one